racemic-(R)-6-(1-(3-fluoropyridin-2-yl)ethyl)quinoline-4-carboxylic acid methyl ester COC(=O)C1=CC=NC2=CC=C(C=C12)[C@@H](C)C1=NC=CC=C1F |r|